Perfluorooctanoat FC(C(=O)[O-])(C(C(C(C(C(C(F)(F)F)(F)F)(F)F)(F)F)(F)F)(F)F)F